C(C)N(C1=CC=C2C=C(C(OC2=C1)=O)C(=O)C1C(OC2=CC(=CC=C2C1)N(CC)CC)=O)CC 7-(diethylamino)-3-(7-(diethylamino)-2-oxochroman-3-carbonyl)-2H-chromen-2-one